2-(tert-butyl) 6-methyl 8-iodo-3,4-dihydroisoquinoline-2,6(1H)-dicarboxylate IC=1C=C(C=C2CCN(CC12)C(=O)OC(C)(C)C)C(=O)OC